3-(piperidin-3-ylmethoxy)-2-(trifluoromethyl)pyridine N1CC(CCC1)COC=1C(=NC=CC1)C(F)(F)F